C12(C3CCCC3C(C(C1)CO)C2)CO 8-tricyclo[5.2.1.0(2,6)]decanedimethanol